[Pt+2].N1=C(C=CC=C1)C1=NC=CC=C1C1=NC=CC=C1.[Cl+] chlorine (terpyridine) platinum (II)